C(C1=CC=CC=C1)OC(=O)NC(C(=O)O)C1CCC(CC1)(F)F 2-(((benzyloxy)carbonyl)amino)-2-(4,4-difluorocyclohexyl)acetic acid